(3-cyanooxetan-3-yl)-4-(4-(cyclopentanecarbonyl)piperazin-1-yl)-1-(5-(difluoromethyl)-1,3,4-thiadiazol-2-yl)-1H-indazole-6-sulfonamide C(#N)C1(COC1)C1=NN(C2=CC(=CC(=C12)N1CCN(CC1)C(=O)C1CCCC1)S(=O)(=O)N)C=1SC(=NN1)C(F)F